3-fluoro-4-[2-[3-[3-[(5-methyltetrazol-2-yl)methyl]-5-(trifluoromethyl)pyridin-2-yl]propanoyl]-1,3,4,6-tetrahydropyrrolo[3,4-c]pyrrole-5-carbonyl]benzenesulfonamide FC=1C=C(C=CC1C(=O)N1CC2=C(C1)CN(C2)C(CCC2=NC=C(C=C2CN2N=C(N=N2)C)C(F)(F)F)=O)S(=O)(=O)N